C(C1=CC=CC=C1)OC=1C=C2C(=C(N(C2=CC1)C1=CC(=C(C=C1)F)C)C1CCOCC1)C1=CC=C(C(=O)O)C=C1 4-[5-benzyloxy-1-(4-fluoro-3-methyl-phenyl)-2-tetrahydropyran-4-yl-indol-3-yl]benzoic acid